(((20-bromoicosyl)oxy)methyl)-benzene BrCCCCCCCCCCCCCCCCCCCCOCC1=CC=CC=C1